COC1=CC=C(C=C1)C1=CC(=NC(=C1)N1CCOCC1)N1CCN(CC1)CC[C@@H]1CC[C@H](CC1)NC(=O)N1CCCCC1 N-(trans-4-(2-(4-(4-(4-methoxyphenyl)-6-morpholinopyridin-2-yl)piperazin-1-yl)ethyl)cyclohexyl)piperidine-1-carboxamide